C(C1=CC=CC=C1)OC(CCC=C)(C(F)(F)F)C1=NN=C(O1)C1=NC(=C(C=C1NC(OC(C)(C)C)=O)C(F)(F)F)C=1OC(=NN1)CCC=C tert-butyl N-[2-[5-[1-benzyloxy-1-(trifluoromethyl)pent-4-enyl]-1,3,4-oxadiazol-2-yl]-6-(5-but-3-enyl-1,3,4-oxadiazol-2-yl)-5-(trifluoromethyl)-3-pyridyl]carbamate